CN1CC(C2=CC=C(C=C12)NC1CCC(CC1)NC(OC(C)(C)C)=O)(C)C tert-butyl (4-((1,3,3-trimethylindolin-6-yl)amino)cyclohexyl)carbamate